CC(C(=O)O[C@H]1C=C[C@@H](C1)OC(C)=O)(C)C [(1R,4R)-4-Acetoxycyclopent-2-en-1-yl] 2,2-dimethylpropanoate